(3R)-2'-(6-amino-5-{[1-(1,3-thiazol-4-yl)ethyl]oxy}pyridin-3-yl)-N-ethyl-5',6'-dihydrospiro[pyrrolidine-3,4'-pyrrolo[1,2-b]pyrazole]-1-carboxamide NC1=C(C=C(C=N1)C=1C=C2N(N1)CC[C@]21CN(CC1)C(=O)NCC)OC(C)C=1N=CSC1